2-((2-(trimethylsilyl)ethoxy)methyl)-2H-1,2,3-triazole C[Si](CCOCN1N=CC=N1)(C)C